tert-butyl (R)-(2-(((3-(2-fluoro-6-((6-fluoro-2-methylpyridin-3-yl)oxy)-3-(trifluoromethyl)benzamido) phenyl)(methyl)(oxo)-λ6-sulfaneylidene)amino)-2-oxoethyl)(methyl)carbamate FC1=C(C(=O)NC=2C=C(C=CC2)[S@](=O)(C)=NC(CN(C(OC(C)(C)C)=O)C)=O)C(=CC=C1C(F)(F)F)OC=1C(=NC(=CC1)F)C